C(OC(COOC(C)(C)C)(C)C)([O-])=O t-butylperoxy-t-butyl monocarbonate